3-(1-oxo-1,3,5,6,7,8-hexahydro-2H-pyrrolo[3,4-g]isoquinolin-2-yl)piperidine-2,6-dione O=C1N(CC=2C1=CC=1CCNCC1C2)C2C(NC(CC2)=O)=O